Ethyl 4-oxo-4,5-dihydropyrrolo[1,2-a]quinoxaline-7-carboxylate O=C1C=2N(C3=CC=C(C=C3N1)C(=O)OCC)C=CC2